N,N-bis[2-hydroxy-3-(3-(bis(trimethylsilyloxy)methylsilyl)-propyloxy)propyl]acrylamide OC(CN(C(C=C)=O)CC(COCCC[SiH2]C(O[Si](C)(C)C)O[Si](C)(C)C)O)COCCC[SiH2]C(O[Si](C)(C)C)O[Si](C)(C)C